(1r,4r)-4-((2,6-dimethoxypyridin-3-yl)carbamoyl)-4-(2-isopropylphenyl)cyclohexane-1-carboxylic acid COC1=NC(=CC=C1NC(=O)C1(CCC(CC1)C(=O)O)C1=C(C=CC=C1)C(C)C)OC